(S)-N5-(3-Ethyl-4-methylisoxazol-5-yl)-N3-methyl-1-(1-phenylethyl)-1H-pyrazole-3,5-dicarboxamide C(C)C1=NOC(=C1C)NC(=O)C1=CC(=NN1[C@@H](C)C1=CC=CC=C1)C(=O)NC